N-[1-[2-(5-fluoro-2-pyridyl)-1,2,4-triazol-3-yl]ethyl]-N-methyl-6,8-bis(trifluoromethyl)quinazolin-4-amine FC=1C=CC(=NC1)N1N=CN=C1C(C)N(C1=NC=NC2=C(C=C(C=C12)C(F)(F)F)C(F)(F)F)C